N-(1-(4-cyano-3-methoxyphenyl)-3-oxo-2,3-dihydro-1H-pyrazolo[4,3-c]pyridin-6-yl)cyclopropanecarboxamide C(#N)C1=C(C=C(C=C1)N1NC(C=2C=NC(=CC21)NC(=O)C2CC2)=O)OC